2-{methyl[2-(pyridin-2-yl)-5H,6H,7H-cyclopenta[d]pyrimidin-4-yl]amino}acetic acid CN(CC(=O)O)C=1C2=C(N=C(N1)C1=NC=CC=C1)CCC2